1,4-bis(9-hydroxy-9-fluorenyl)benzene OC1(C2=CC=CC=C2C=2C=CC=CC12)C1=CC=C(C=C1)C1(C2=CC=CC=C2C=2C=CC=CC12)O